CN(S(=O)(=O)N1CCC(CC1)C1=NN(C(=C1C)OCC1=CC=CC=C1)C(=O)C=1SC=CC1)C 4-[({3-[1-(Dimethylsulfamoyl)piperidin-4-yl]-4-methyl-1-(thiophen-2-carbonyl)-1H-pyrazol-5-yl}oxy)methyl]benzol